2-(4-hydroxy-3-(2-methyl-1H-benzimidazol-5-yl)phenyl)acetonitrile OC1=C(C=C(C=C1)CC#N)C1=CC2=C(NC(=N2)C)C=C1